BrC=1C=CC=2N(C1)C(=CN2)C2=NC(=NC=C2)NC=2C=NC(=CC2)CN2CCN(CC2)CC 4-(6-bromoimidazo[1,2-a]pyridin-3-yl)-N-(6-((4-ethylpiperazin-1-yl)methyl)pyridin-3-yl)pyrimidin-2-amine